NC=1C(=NSC1C1=CC=C(C=C1)Cl)C(=O)O 4-amino-5-(4-chlorophenyl)isothiazole-3-carboxylic acid